ethyl 6,7-dihydro-4H-thieno[3,2-c]thiopyran-2-carboxylate S1C(=CC=2CSCCC21)C(=O)OCC